C(#N)CC(C)NC(=O)N1N=CC(=C1)C1=C2C(=NC=C1)NC(N2)=O N-(1-cyanopropan-2-yl)-4-(2,3-dihydro-2-oxo-1H-imidazo[4,5-b]pyridin-7-yl)-1H-pyrazole-1-carboxamide